(1-benzyl-1H-pyrazol-4-yl)-2-bromoethane-1-one C(C1=CC=CC=C1)N1N=CC(=C1)C(CBr)=O